NC=1N=NC(=CC1C=1C(=NN(C1)C1CCC(CC1)=O)C)C1=C(C=CC=C1)O 4-(4-(3-amino-6-(2-hydroxyphenyl)pyridazin-4-yl)-3-methyl-1H-pyrazol-1-yl)cyclohexanone